Cl.FC1=CC(=CC2=C1N=C(S2)C2CCNCC2)C=2C=C(C=1N(N2)C=C(N1)C)C#N 6-[4-fluoro-2-(piperidin-4-yl)-1,3-benzothiazol-6-yl]-2-methylimidazo[1,2-b]pyridazine-8-carbonitrile hydrochloride